tert-butyldimethyl-((2,3,5,6-tetrafluorobenzyl)oxy)silane C(C)(C)(C)[Si](OCC1=C(C(=CC(=C1F)F)F)F)(C)C